BrC=1SC(=CN1)C(=O)OCC ethyl 2-bromo-1,3-thiazole-5-carboxylate